tert-Butyl (4-Formylphenyl)(prop-2-yn-1-yl)carbamate C(=O)C1=CC=C(C=C1)N(C(OC(C)(C)C)=O)CC#C